((2S,4S)-1-benzyl-4-((4,4''-difluoro-[1,1':3',1''-terphenyl]-5'-yl)oxy)pyrrolidin-2-yl)methanamine C(C1=CC=CC=C1)N1[C@@H](C[C@@H](C1)OC=1C=C(C=C(C1)C1=CC=C(C=C1)F)C1=CC=C(C=C1)F)CN